3-(5-(1-methyl-4-((4-methylpiperidin-1-yl)methyl)-1H-pyrrolo[2,3-b]pyridin-6-yl)-1-oxoisoindolin-2-yl)piperidine-2,6-dione CN1C=CC=2C1=NC(=CC2CN2CCC(CC2)C)C=2C=C1CN(C(C1=CC2)=O)C2C(NC(CC2)=O)=O